2-iodo-7-methoxy-5-methylbenzo[b]thiophene IC1=CC2=C(S1)C(=CC(=C2)C)OC